(oxetan-3-yl)piperidin O1CC(C1)N1CCCCC1